NCCNCCC[Si](OCC)(OCC)C N-(2-aminoethyl)aminopropyl-methyldiethoxysilane